1-(4-(1-Cyclopentyl-3-methyl-7-(1-((methylsulfonyl)methyl)-1H-pyrazol-4-yl)-2-oxo-1,2,3,6-tetrahydroimidazo[4,5-d]pyrrolo[2,3-b]pyridin-8-yl)phenyl)cyclopropane-1-carbonitrile C1(CCCC1)N1C(N(C=2C1=C1C(=NC2)NC(=C1C1=CC=C(C=C1)C1(CC1)C#N)C=1C=NN(C1)CS(=O)(=O)C)C)=O